COC(=O)C1=C(C(=NN1C=1SC(=C(N1)C=C(C)C)C1=CC=C(C=C1)C(F)(F)F)C)Br 4-Bromo-3-methyl-1-(4-(2-methylpropan-1-en-1-yl)-5-(4-(trifluoromethyl)phenyl)thiazol-2-yl)-1H-pyrazole-5-carboxylic acid methyl ester